C12C(CCC3=CC=CC=C13)C(=O)OC2=O tetralin-1,2-dicarboxylic anhydride